CC1=NC=2C=CC(=CC2C2=C1C(NN(C2=O)C2=CC=CC=C2)=O)S(=O)(=O)N2CCOCC2 5-methyl-9-(morpholine-4-sulfonyl)-2-phenyl-1H,2H,3H,4H-pyridazino[4,5-c]quinoline-1,4-dione